methyl (2S)-2-((tert-butoxycarbonyl)amino)-5-oxo-5-(3-phenylpiperidin-1-yl)pentanoate C(C)(C)(C)OC(=O)N[C@H](C(=O)OC)CCC(N1CC(CCC1)C1=CC=CC=C1)=O